ethyl 5-[(1E)-3-ethoxy-3-oxoprop-1-en-1-yl]-1H-pyrrole-2-carboxylate C(C)OC(/C=C/C1=CC=C(N1)C(=O)OCC)=O